N1(N=CC=C1)OB(ON1N=CC=C1)N1N=CC=C1 tris(1-pyrazolyl)boronic acid